NC(C(CO)NC(=O)C1=C(OC2=C1C=C(C=C2)OCC=2N(C=CN2)C)C)=O N-(1-amino-3-hydroxy-1-oxopropan-2-yl)-2-methyl-5-((1-methyl-1H-imidazol-2-yl)methoxy)benzofuran-3-carboxamide